C(C=C)(=O)OC1C(C(=O)OC1)(C)C acryloyloxydimethyl-γ-butyrolactone